5-(4-[({[2-(4-Fluorophenyl)ethyl]sulphonyl}amino)methyl]-2-{[(3R)-3-methyl-3,4-dihydroisoquinolin-2(1H)-yl]carbonyl}phenyl)-N-(4-hydroxyphenyl)-N,1,2-trimethyl-1H-pyrrole-3-carboxamide FC1=CC=C(C=C1)CCS(=O)(=O)NCC1=CC(=C(C=C1)C1=CC(=C(N1C)C)C(=O)N(C)C1=CC=C(C=C1)O)C(=O)N1CC2=CC=CC=C2C[C@H]1C